C1(CC1)C=1OC(=CN1)C1=CC(=C(COC2=CC=CC(=N2)C2=CC(=C(CC3=NC4=C(N3C[C@H]3OCC3)C=C(C=C4)C(=O)O)C=C2F)F)C=C1)F (S)-2-(4-(6-((4-(2-cyclopropyloxazol-5-yl)-2-fluorobenzyl)oxy)pyridin-2-yl)-2,5-difluorobenzyl)-1-(oxetan-2-ylmethyl)-1H-benzo[d]imidazole-6-carboxylic acid